NC=1C=2N(C=CN1)C(=CN2)C2=C(C(=C(OCC#N)C=C2)F)F 2-(4-(8-aminoimidazo[1,2-a]pyrazin-3-yl)-2,3-difluorophenoxy)acetonitrile